6-benzyl-2-methyl-5-oxo-N-(pyrazin-2-ylmethyl)-5,6-dihydro-1,6-naphthyridine-3-carboxamide C(C1=CC=CC=C1)N1C(C=2C=C(C(=NC2C=C1)C)C(=O)NCC1=NC=CN=C1)=O